Methyl N-{[(2R)-pyrrolidin-2-yl] methyl}-N-{1-[3-(trifluoromethoxy)phenyl]cyclobutyl}carbamate N1[C@H](CCC1)CN(C(OC)=O)C1(CCC1)C1=CC(=CC=C1)OC(F)(F)F